CC(C[C@@H](C(=O)O)N1C(C=CC=C1)=O)C (2S)-4-methyl-2-(2-oxo-1-pyridyl)pentanoic acid